1-[4-fluoro-2-(2-hydroxy-2-methylpropoxy)phenyl]-2-oxo-N-[6-(2,2,2-trifluoroethoxy)pyridin-3-yl]-1,2-dihydropyridine-3-carboxamide FC1=CC(=C(C=C1)N1C(C(=CC=C1)C(=O)NC=1C=NC(=CC1)OCC(F)(F)F)=O)OCC(C)(C)O